6-Fluoro-N-(2-(2-methylpiperidin-3-yl)thieno[2,3-b]pyridin-4-yl)benzo[d]thiazol-5-amine FC1=CC2=C(N=CS2)C=C1NC1=C2C(=NC=C1)SC(=C2)C2C(NCCC2)C